2-[6-[[3-fluoro-5-(trifluoromethylsulfonimidoyl)phenyl]methyl]-2-azaspiro[3.3]heptane-2-carbonyl]-8-oxa-2,5-diazaspiro[3.5]nonan-6-one FC=1C=C(C=C(C1)S(=O)(=N)C(F)(F)F)CC1CC2(CN(C2)C(=O)N2CC3(C2)NC(COC3)=O)C1